(S)-N-(1-(6-(benzylsulfanyl)pyridin-3-ylamino)-1-oxo-3-phenylpropan-2-yl)-4-fluoro-N-methylbenzamide C(C1=CC=CC=C1)SC1=CC=C(C=N1)NC([C@H](CC1=CC=CC=C1)N(C(C1=CC=C(C=C1)F)=O)C)=O